1-cyclohexyl-2,5-dimethyl-N-(3-(methylsulfonamido)phenyl)-1H-pyrrole-3-carboxamide C1(CCCCC1)N1C(=C(C=C1C)C(=O)NC1=CC(=CC=C1)NS(=O)(=O)C)C